COC(CC(C)C)O methyloxy-3-methyl-1-butanol